(6-amino-5-(3-hydroxy-2,6-dimethylphenyl)-2,3-dimethyl-5H-pyrrolo[2,3-b]pyrazin-7-yl)(6,7-dihydropyrazolo[1,5-a]pyrazin-5(4H)-yl)methanone NC1=C(C=2C(=NC(=C(N2)C)C)N1C1=C(C(=CC=C1C)O)C)C(=O)N1CC=2N(CC1)N=CC2